methyl (1s,4s)-4-(3-chloroanilino)-2'-{[2-(pyridin-4-yl)ethyl]carbamoyl}spiro[cyclohexane-1,1'-indene]-4-carboxylate ClC=1C=C(NC2(CCC3(C(=CC4=CC=CC=C34)C(NCCC3=CC=NC=C3)=O)CC2)C(=O)OC)C=CC1